N-methyl-fluoroformamide CN(C=O)F